C(C)N1N=CC=C1C(=O)N[C@H](C=1N=C2N(N=C(C=N2)C[C@@H]2C(NC[C@@H](C2)C(F)(F)F)=O)C1)C1CCC(CC1)C 1-Ethyl-N-((S)-((1r,4S)-4-methylcyclohexyl)(2-(((3R,5R)-2-oxo-5-(trifluoromethyl)piperidin-3-yl)methyl)imidazo[1,2-b][1,2,4]triazin-6-yl)methyl)-1H-pyrazole-5-carboxamide